3-((aminopropyl)amino)butyric acid NCCCNC(CC(=O)O)C